BrC=1COC2=CC=CC=C2C1C1=CC=C(C=C1)N1CCN(CC1)C(C)C 1-(4-(3-Bromo-2H-chromen-4-yl)phenyl)-4-isopropylpiperazine